C(CCCCCCC\C=C/CCCCCCCC)(=O)N(C)CC(=O)O.N(CCO)(CCO)CCO triethanolamine oleoyl-sarcosinate